[2-(7-Fluoro-2,4-dimethyl-indol-1-yl)-ethyl]-{6-[4-(5-methyl-[1,3,4]oxadiazol-2-yl)-phenyl]-pyrimidin-4-yl}-amine FC=1C=CC(=C2C=C(N(C12)CCNC1=NC=NC(=C1)C1=CC=C(C=C1)C=1OC(=NN1)C)C)C